CCCCC/C=C\\C=C\\[C@H](C/C=C\\C/C=C\\CCCC(=O)[O-])O The molecule is an 11-HETE(1-) that is the conjugate base of 11(S)-HETE, obtained by deprotonation of the carboxy group; major species at pH 7.3. It is a conjugate base of an 11(S)-HETE. It is an enantiomer of an 11(R)-HETE(1-).